C1(CC1)NC1=CC=C(C(=N1)F)C1=C(C=NN1C(C)C)C(=O)N[C@@H]1C(NC2=C(C(=N1)C1=CC=CC=C1)C=CC=C2)=O 5-[6-(Cyclopropylamino)-2-fluoropyridin-3-yl]-N-[(3S)-2-oxo-5-phenyl-1,3-dihydro-1,4-benzodiazepin-3-yl]-1-propan-2-ylpyrazole-4-carboxamide